(R)-5-(3-((tert-butoxycarbonyl)(methyl)amino)pyrrolidin-1-yl)pyrazine-2-carboxylic acid C(C)(C)(C)OC(=O)N([C@H]1CN(CC1)C=1N=CC(=NC1)C(=O)O)C